C(C)(C)(C)OC(=O)N(CC(=O)O)CCCOC N-(tert-butoxycarbonyl)-N-(3-methoxypropyl)glycine